3-fluoro-4-(5-(1-methyl-1H-indazol-5-yl)-1-(piperidin-4-ylmethyl)-1H-pyrrolo[2,3-c]pyridin-4-yl)benzonitrile FC=1C=C(C#N)C=CC1C1=C2C(=CN=C1C=1C=C3C=NN(C3=CC1)C)N(C=C2)CC2CCNCC2